ClC=1C=C2CCCN(C2=CC1)C1CC(N(C1)C(=O)[O-])CO 4-(6-chloro-3,4-dihydroquinolin-1(2H)-yl)-2-(hydroxymethyl)pyrrolidine-1-carboxylate